C1=CNC(=C1)Br Bromopyrrole